CC[C@H](C)CC/C=C/C=C(\\C)/[C@H](C/C=C/C=C/C(=O)O[C@H]1[C@@H]([C@H](O[C@]2([C@@H]1O)C3=C(CO2)C=C(C=C3O)O)CO)O[C@H]4[C@@H]([C@H]([C@H]([C@H](O4)COC(=O)/C=C/C=C\\C=C\\C(CC)O)O)O)O)O The molecule is a papulacandin that is papulacandin A in which the (2E,4E)-deca-2,4-dienoyl chain at the O-(6') position is replaced by a (2E,4Z,6E)-8-hydroxydeca-2,4,6-trienoyl chain. It is the major carbohydrate-containing antibiotic from the deuteromycetous fungus Papularia sphaerosperma which shows potent antifungal activity against Candida albicans. It has a role as an antifungal agent and a metabolite. It is a disaccharide derivative, a papulacandin and an organic heterotricyclic compound. It derives from an alpha-lactose.